(2-chloro-5-ethylphenyl)methanol ClC1=C(C=C(C=C1)CC)CO